C(C)(=O)NC=1C=CC(=C(C(=O)N[C@H](C)C2=CC(=CC=C2)C=2SC(=CC2)CNC2CCCC2)C1)C (R)-5-acetamido-N-(1-(3-(5-((cyclopentylamino)methyl)thiophen-2-yl)phenyl)ethyl)-2-methylbenzamide